CN1C(=C2OC[C@@H]3[C@H](NS(C2=C1)(=O)=O)CN(C3)C=3OC(=NN3)C)C(=O)NC3=CC(=C(C(=C3)F)F)F cis-7-Methyl-2-(5-methyl-1,3,4-oxadiazol-2-yl)-N-(3,4,5-trifluorophenyl)-2,3,3a,4,10,10a-hexahydro-1H,7H-dipyrrolo[3,4-b:3',4'-f][1,4,5]oxathiazocin-8-carboxamid-5,5-dioxid